N-{2-[(4-fluoro-2-oxospiro[indoline-3,4'-tetrahydropyran]-6-yl)amino]-1-(4-methyl-cyclohexyl)-2-oxoethyl}-2-methylpyrazole-3-carboxamide FC1=C2C(=CC(=C1)NC(C(C1CCC(CC1)C)NC(=O)C=1N(N=CC1)C)=O)NC(C21CCOCC1)=O